C(C(O)C)(=O)[O-].C(C(O)C)(=O)[O-].[Cu+2] copper dilactate